CON(C(C(C)NC(OC(C)(C)C)=O)=O)C tert-butyl (1-(methoxy(methyl)amino)-1-oxopropan-2-yl)carbamate